N-[(1R)-1-[3-(6-Amino-3-pyridyl)phenyl]ethyl]-2-methyl-5-(4-methylpiperazin-1-yl)benzamide NC1=CC=C(C=N1)C=1C=C(C=CC1)[C@@H](C)NC(C1=C(C=CC(=C1)N1CCN(CC1)C)C)=O